C(C1=CC=CC=C1)N1C=C(C2=CC(=CC=C12)Br)C(C(=O)Cl)=O 2-(1-benzyl-5-bromo-1H-indol-3-yl)-2-oxoacetyl chloride